tert-butyl (4,4-dimethyl-5-oxo-5-(4-(4-(quinoxalin-2-yl)-1H-pyrazol-1-yl)piperidin-1-yl)pentyl)(4-methoxybenzyl)carbamate CC(CCCN(C(OC(C)(C)C)=O)CC1=CC=C(C=C1)OC)(C(N1CCC(CC1)N1N=CC(=C1)C1=NC2=CC=CC=C2N=C1)=O)C